tert-butyl 3-(5-(6-bromo-3-cyanopyrazolo[1,5-a]pyridin-4-yl) pyrazin-2-yl)-3,6-diazabicyclo[3.1.1]heptane-6-carboxylate BrC=1C=C(C=2N(C1)N=CC2C#N)C=2N=CC(=NC2)N2CC1N(C(C2)C1)C(=O)OC(C)(C)C